7-chloro-3,3-dimethyl-5-(4-methyl-6-oxo-1,4,5,6-tetrahydropyridazin-3-yl)indolin-2-one ClC=1C=C(C=C2C(C(NC12)=O)(C)C)C1=NNC(CC1C)=O